CS(=O)(=O)N1C2=CC=CC=C2C=2C([C@@](CCC12)(C#N)C=C)=O (R)-9-(Methylsulfonyl)-4-oxo-3-vinyl-2,3,4,9-tetrahydro-1H-carbazole-3-carbonitrile